N-[(3R,4S)-1-(pyrimidin-2-yl)-3-([[(1s,4s)-4-phenylcyclohexyl]oxy]methyl)piperidin-4-yl]methanesulfonamide N1=C(N=CC=C1)N1C[C@H]([C@H](CC1)NS(=O)(=O)C)COC1CCC(CC1)C1=CC=CC=C1